hydroxyhexadecanoyl-sphingosine OCCCCCCCCCCCCCCCC(=O)C(O)[C@H](N)[C@H](O)\C=C\CCCCCCCCCCCCC